O[C@H]1[C@H](NC2=C(NC1=O)N=CC(=C2)/C=C/C(=O)N(CC=2OC1=C(C2C)C(=CC=C1)OC=1C=NC=CC1)C)C (E)-3-((2R,3S)-3-hydroxy-2-methyl-4-oxo-2,3,4,5-tetrahydro-1H-pyrido[2,3-b][1,4]diazepin-8-yl)-N-methyl-N-((3-methyl-4-(pyridin-3-yloxy)benzofuran-2-yl)methyl)acrylamide